ClC=1C(=NN(C1N1C(NC2=C(C1=O)C[C@H](N(C2)C(C2=CC(=C(C=C2)Cl)C(F)(F)F)=O)C)=S)C)C(=O)NC (R)-4-chloro-5-(7-(4-chloro-3-(trifluoromethyl)benzoyl)-6-methyl-4-oxo-2-thioxo-1,2,5,6,7,8-hexahydropyrido[3,4-d]pyrimidin-3(4H)-yl)-N,1-dimethyl-1H-pyrazole-3-carboxamide